BrC=1C=C2C=3N(C(=NC2=CC1)C(C)(C)C)C1=C(N3)C=CC=C1 2-bromo-6-(tert-butyl)benzo[4,5]imidazo[1,2-c]quinazoline